(2S,3S)-3-(4-(4-(1-(pentan-3-yl)-1H-pyrazol-4-yl)pyrazolo[1,5-a]pyrazin-6-yl)-1H-pyrazol-1-yl)butane-1,2-diol CCC(CC)N1N=CC(=C1)C=1C=2N(C=C(N1)C=1C=NN(C1)[C@H]([C@@H](CO)O)C)N=CC2